OC1=C(C=CC=C1)C=1NC=C(N1)C 2-(2-hydroxyphenyl)-4(s)-methylimidazole